C(C(C)C)N1N=NC2=C1C=CC(=C2)C=2OC1=C(N2)C=C(C=C1)OC 2-(1-isobutyl-1H-benzo[d][1,2,3]triazol-5-yl)-5-methoxybenzo[d]oxazole